C(CCC)OC1=C(C=CC=C1)NC(\C=C\C1=CC(=CC=C1)OC)=O (E)-N-(2-butoxyphenyl)-3-(3-methoxyphenyl)acrylamide